[Na+].C(C(=O)C)(=O)[O-] pyruvate monosodium salt